3-amino-N-(2-{9-amino-4-methyl-1-oxa-7-azaspiro[4.4]nonan-7-yl}-3-fluoro-5,6,7,8-tetrahydroquinolin-6-yl)-4,6-dimethylthieno[2,3-b]pyridine-2-carboxamide NC1=C(SC2=NC(=CC(=C21)C)C)C(=O)NC2CC=1C=C(C(=NC1CC2)N2CC1(C(CCO1)C)C(C2)N)F